Ethyl 6-methyl-2-oxaspiro[3.3]heptane-6-carboxylate CC1(CC2(COC2)C1)C(=O)OCC